(E)-3-amino-N-((1,2,3,5,6,7-hexahydro-s-indacen-4-yl)carbamoyl)-3-methylbut-1-ene-1-sulfonamide 2,2,2-trifluoroacetate FC(C(=O)O)(F)F.NC(/C=C/S(=O)(=O)NC(NC1=C2CCCC2=CC=2CCCC12)=O)(C)C